N[C@@H](CCOP(O)(=O)C)C(=O)O |r| D,L-homoalanin-4-yl-(methyl)phosphonic acid